O1C(=CC=C1)CN1C(=NC2=C1C=CC(=C2)C(=O)O)NCC2=NC=C(C(=C2C)OC)C 1-(furan-2-ylmethyl)-2-(((4-methoxy-3,5-dimethylpyridin-2-yl)methyl)amino)-1H-benzo[d]imidazole-5-carboxylic acid